4-Amino-3,5-diethylphenol NC1=C(C=C(C=C1CC)O)CC